tert-butyl ((3-formylbicyclo[1.1.1]pentan-1-yl)methyl)carbamate C(=O)C12CC(C1)(C2)CNC(OC(C)(C)C)=O